(R)-3,3-difluoro-1-methylpiperidin-4-ol FC1(CN(CC[C@H]1O)C)F